ClC=1C(=C(C=CC1)NCC(=O)N1[C@@H]2CC([C@H]([C@@H]1C(=O)N[C@@H](C[C@H]1C(NCC1)=O)\C=C(\S(=O)(=O)C)/F)CC2)(F)F)C (1S,3R,4S)-2-((3-chloro-2-methylphenyl)glycyl)-5,5-difluoro-N-((S,E)-4-fluoro-4-(methylsulfonyl)-1-((S)-2-oxopyrrolidin-3-yl)but-3-en-2-yl)-2-azabicyclo[2.2.2]octane-3-carboxamide